C(C)(C)(C)OC(=O)N1CC(C(CC1)(F)F)C1=CC(=NC=C1)C(N)=O 3-(2-carbamoylpyridin-4-yl)-4,4-difluoropiperidine-1-carboxylic acid tert-butyl ester